1-(tert-butyl) 4-methyl 4-(2-fluorophenyl)piperidine-1,4-dicarboxylate FC1=C(C=CC=C1)C1(CCN(CC1)C(=O)OC(C)(C)C)C(=O)OC